C(C1=CC=CC=C1)[C@@]1([C@@H]([C@@H](OCC2=CC=CC=C2)[C@@H](O)[C@@H](O1)C(=O)[O-])NC(C(Cl)(Cl)Cl)=O)O[C@@H]1[C@H]([C@H](O)O[C@@H]([C@@H]1N=[N+]=[N-])C)NC(C(Cl)(Cl)Cl)=O (benzyl-3-O-benzyl-2-deoxy-2-trichloroacetamido-α-L-altropyranosyluronate)-(1→3)-4-azido-2-trichloroacetamido-2,4,6-trideoxy-β-D-galactopyranose